N1C(NCC=C1)=O 3,4-dihydropyrimidin-2-one